2-(tert-butoxycarbonylamino)-3-(2-pyridyl)propanoic acid C(C)(C)(C)OC(=O)NC(C(=O)O)CC1=NC=CC=C1